BrC=1C=C(C=C2C=NN(C12)COCC[Si](C)(C)C)S(=O)(=O)N1CC(CC1)(F)F 2-[[7-bromo-5-(3,3-difluoropyrrolidin-1-yl)sulfonyl-indazol-1-yl]methoxy]ethyl-trimethyl-silane